BrC=1C=CC2=C(SC3=C2C=CC(=C3)C(C)(C)C)C1 3-bromo-7-(tert-butyl)dibenzo[b,d]thiophene